C1CCCC12C=C(CCC2)C(CCC=C)=O 1-spiro(4.5)-6-decen-7-yl-4-penten-1-one